OCC1=CN=C2C3=C(C(NC2=C1)=O)N(C=C3)C 3-(hydroxymethyl)-7-methyl-5,7-dihydro-6H-pyrrolo[2,3-c][1,5]naphthyridine-6-one